OC1=CC=C(C=C1)C1C(NC(N1)=O)=O 5-(4-hydroxyphenyl)hydantoin